7-(((2R)-1-(8-azabicyclo[3.2.1]octan-8-yl)-1-oxopropan-2-yl)oxy)-4-(o-tolyl)isoquinolin-1(2H)-one C12CCCC(CC1)N2C([C@@H](C)OC2=CC=C1C(=CNC(C1=C2)=O)C2=C(C=CC=C2)C)=O